FC(C1=NN=C(S1)C1=NC=C2N1C=C(C=C2N2C[C@@H](N(CC2)C(=O)OC(C)(C)C)C)S(NC2(CC2)C)(=O)=O)F (S)-tert-butyl 4-(3-(5-(difluoromethyl)-1,3,4-thiadiazol-2-yl)-6-(N-(1-methylcyclopropyl)sulfamoyl)imidazo[1,5-a]pyridin-8-yl)-2-methylpiperazine-1-carboxylate